ClC=1C=C2C(=C(C(N(C2=CC1O[C@H]1COCC1)C)=O)C(=O)N)N1CCC(CC1)C=1OC2=C(N1)C=C(C=C2)C 6-Chloro-1-methyl-4-[4-(5-methyl-1,3-benzoxazol-2-yl)piperidin-1-yl]-2-oxo-7-{[(3R)-oxolan-3-yl]oxy}-1,2-dihydroquinoline-3-carboxamide